(S)-3-(1-(4-(6-(4-bromo-3,5-dimethyl-1H-pyrazol-1-yl)pyrimidin-4-yl)piperazine-1-carbonyl)-4,5-dihydro-1H-pyrazol-5-yl)-5-fluorobenzonitrile BrC=1C(=NN(C1C)C1=CC(=NC=N1)N1CCN(CC1)C(=O)N1N=CC[C@H]1C=1C=C(C#N)C=C(C1)F)C